C(C1=CC(O)=C(O)C(O)=C1)(=O)OCCO 2-hydroxylethyl gallate